methyl 2-(difluoromethoxy)-4-(4,4,5,5-tetramethyl-1,3,2-dioxaborolan-2-yl)benzoate FC(OC1=C(C(=O)OC)C=CC(=C1)B1OC(C(O1)(C)C)(C)C)F